ClC1=NC(=CC(=N1)C1(CC1)S(=O)(C)=NC([2H])([2H])[2H])N1[C@@H](COCC1)C [(1-[2-chloro-6-[(3R)-3-methylmorpholin-4-yl]pyrimidin-4-yl]cyclopropyl)(methyl)oxo-lambda6-sulfanylidene]((2H3)methyl)amine